Propylethylpiperidine C(CC)C1N(CCCC1)CC